CNC1CN(C1)C1=C(C(=CC=C1)N)N 3-(3-(methylamino)azetidin-1-yl)benzene-1,2-diamine